tert-butyl (R)-3-(((S)-1-(4-cyanophenyl)ethyl) carbamoyl)morpholine-4-carboxylate C(#N)C1=CC=C(C=C1)[C@H](C)NC(=O)[C@@H]1N(CCOC1)C(=O)OC(C)(C)C